ClC1=NC=C(C(=N1)NCC1=CC=C(C=C1)C1=NC=CC=C1)OC 2-chloro-5-methoxy-N-(4-(pyridin-2-yl)benzyl)pyrimidin-4-amine